1-((2-(trimethylsilyl)ethoxy)methyl)-1H-1,2,3-triazole-5-carboxylic acid ethyl ester C(C)OC(=O)C1=CN=NN1COCC[Si](C)(C)C